Tert-butyl 2-(9-(hydroxymethyl)-7-(2-(2-(2-methoxyethoxy)ethoxy)ethylcarbamoyl)-9H-fluorene-2-carboxamido)ethylcarbamate OCC1C2=CC(=CC=C2C=2C=CC(=CC12)C(=O)NCCNC(OC(C)(C)C)=O)C(NCCOCCOCCOC)=O